OC1=C(C=C(C=C1)C=CC=O)OC 3-(4-hydroxy-3-methyloxyphenyl)propan-2-enal